CC1=C(SC=2C1=NC(=CC2N2CCOCC2)N2N=C(C=C2)C=2C=C(C=CC2)C)CN2CCN(CC2)S(=O)(=O)C 4-(3-Methyl-2-((4-(methylsulfonyl)piperazin-1-yl)methyl)-5-(3-(m-tolyl)-1H-pyrazol-1-yl)thieno[3,2-b]pyridin-7-yl)morpholine